3-O-alpha-D-glucopyranosyl-D-glucose [C@H]1([C@H](O)[C@@H](O)[C@H](O)[C@H](O1)CO)O[C@H]([C@H](C=O)O)[C@H](O)[C@H](O)CO